N,N'-diisopropylimidazole hydroxide [OH-].C(C)(C)N1CN(C=C1)C(C)C